(R)-3-(3-chloro-4-fluorophenyl)-1-(1-(7,8-difluoro-1-oxo-1,2-dihydroisoquinolin-4-yl)ethyl)-1-isobutylurea ClC=1C=C(C=CC1F)NC(N(CC(C)C)[C@H](C)C1=CNC(C2=C(C(=CC=C12)F)F)=O)=O